ClC1=NC(=C2N=C(N(C2=N1)C1=CC(=CC=C1)OC)C)Cl 2,6-dichloro-9-(3-methoxyphenyl)-8-methyl-9H-purine